2-nitrophenyltetrazole [N+](=O)([O-])C1=C(C=CC=C1)C1=NN=NN1